2-Chloro-6-(tributylstannyl)pyridin ClC1=NC(=CC=C1)[Sn](CCCC)(CCCC)CCCC